ethyl 3-((2,3-dichlorophenyl) amino)-3-oxopropionate ClC1=C(C=CC=C1Cl)NC(CC(=O)OCC)=O